Ethyl 2-(Chloromethyl)-1-((1-(Fluoromethyl)cyclopropyl)methyl)-1H-benzo[d]imidazole-6-carboxylate ClCC1=NC2=C(N1CC1(CC1)CF)C=C(C=C2)C(=O)OCC